C(C)(=O)N1CCC(CC1)COC1=CC(=C(C(=O)OC)C(=C1)F)NC(CC1CCCC1)=O methyl 4-[(1-acetylpiperidin-4-yl)methoxy]-2-(2-cyclopentylacetamido)-6-fluorobenzoate